(2R,3R,4S,5R)-2-(2,3,5,6-Tetraazacyclopenta[de]tetracen-2(6H)-yl)-5-(hydroxymethyl)tetrahydrofuran-3,4-diol C=1N(C=2N=CN=C3NC=4C=C5C=CC=CC5=CC4C1C23)[C@@H]2O[C@@H]([C@H]([C@H]2O)O)CO